OC(C(=O)[O-])O.C[Sn+2]C.OC(C(=O)[O-])O dimethyltin dihydroxyacetate